IC=1C=C(C(=O)N)C=CN1 2-iodoisonicotinamide